NCCOC1=CC=C(C=C1)C=1C=C2C(=CC=NC2=CC1)C(=O)OC methyl 6-(4-(2-aminoethoxy)phenyl)quinoline-4-carboxylate